(4-(4-amino-7-(1-isobutyrylpiperidin-4-yl)-7H-pyrrolo[2,3-d]pyrimidin-5-yl)phenyl)-2-oxo-1-phenyl-2,4,6,7-tetrahydro-1H-pyrazolo[5,1-c][1,4]oxazine-3-carboxamide NC=1C2=C(N=CN1)N(C=C2C2=CC=C(C=C2)C2OCCN1C2=C(C(N1C1=CC=CC=C1)=O)C(=O)N)C1CCN(CC1)C(C(C)C)=O